(4-aminophenyl)-5-fluoropyrimidine-2,4(1H,3H)-dione NC1=CC=C(C=C1)N1C(NC(C(=C1)F)=O)=O